Tetrastyryl-benzimidazole ethyl-5-ethynyl-6-(2-oxo-2-(p-tolyl)ethyl)-5,6-dihydro-4H-pyrrolo[3,2,1-ij]quinoline-5-carboxylate C(C)OC(=O)C1(CN2C3=C(C=CC=C3C1CC(C1=CC=C(C=C1)C)=O)C=C2)C#C.C(=CC2=CC=CC=C2)C=2C(=C(C1=C(N=C(N1)C=CC1=CC=CC=C1)C2)C=CC2=CC=CC=C2)C=CC2=CC=CC=C2